C(C)(C)(C)OC(=S)N1[C@@H](C2(C1)CC(C2)OC)C (1R,4r,6R)-6-methoxy-1-methyl-2-azaspiro[3.3]heptane-2-thiocarboxylic acid-O-tert-butyl ester